CC1(C[C@H]2NCC[C@@H]1N(C2)C2=CC=C(C=C2)N2CCS(CC2)(=O)=O)C 4-(4-((1R,5S)-9,9-dimethyl-2,6-diazabicyclo[3.2.2]non-6-yl)phenyl)thiomorpholine-1,1-dioxide